5-((2,4-dichlorobenzyl)amino)-2-methyl-3,4-dihydroisoquinolin-1(2H)-one ClC1=C(CNC2=C3CCN(C(C3=CC=C2)=O)C)C=CC(=C1)Cl